2-(2-((3R,4R)-3-amino-4-fluoropiperidin-1-yl)-5-(trifluoromethyl)-1H-benzo[d]imidazol-1-yl)-N-methyl-N-(2,2,2-trifluoroethyl)acetamide N[C@@H]1CN(CC[C@H]1F)C1=NC2=C(N1CC(=O)N(CC(F)(F)F)C)C=CC(=C2)C(F)(F)F